NC1=NC=CC=C1C1=NC=2C(=NC(=CC2)C2=CC=CC=C2)N1C1=CC(=C(C=C1)NC(=O)C1=C(C=C(C(=O)O)C=C1)C)F 4-((4-(2-(2-aminopyridin-3-yl)-5-phenyl-3H-imidazo[4,5-b]pyridin-3-yl)-2-fluorophenyl)carbamoyl)-3-methylbenzoic acid